2-(Chloromethyl)-7-fluoroquinazolin-4(3H)-one ClCC1=NC2=CC(=CC=C2C(N1)=O)F